4-Amino-3-chlorophenol-HCl Cl.NC1=C(C=C(C=C1)O)Cl